NC1=NC(=C2N=CN(C2=N1)CC(=O)NC1=CC(=NN1CC)C)NC1CCC(CC1)C(F)(F)F 2-(2-amino-6-((4-(trifluoromethyl)cyclohexyl)amino)-9H-purin-9-yl)-N-(1-ethyl-3-methyl-1H-pyrazol-5-yl)acetamide